5-(3-bromophenoxy)-3-(difluoromethyl)-1-methyl-1H-pyrazole-4-carbaldehyde BrC=1C=C(OC2=C(C(=NN2C)C(F)F)C=O)C=CC1